ClC1=C(C(=C(C=C1OC)OC)Cl)C1=CC2=C(N=C(N=C2)N[C@H]2[C@H](COC2)NC(C=C)=O)C(=N1)CCNC(C)C N-((3R,4S)-4-((6-(2,6-dichloro-3,5-dimethoxyphenyl)-8-(2-(isopropylamino)ethyl)pyrido[3,4-d]pyrimidin-2-yl)amino)tetrahydrofuran-3-yl)acrylamide